3-glycidoxypropyl-(dimethoxy)(methyl)silane C(C1CO1)OCCC[Si](C)(OC)OC